(E)-2-((1H-benzo[d]imidazol-2-yl)thio)-N'-(3-methylbenzylidene)acetohydrazide N1C(=NC2=C1C=CC=C2)SCC(=O)N/N=C/C2=CC(=CC=C2)C